tert-butyl ((7-(1-(((5-(2-chloro-6-fluorophenyl)pyridin-2-yl)methyl)(5,6,7,8-tetrahydroquinolin-8-yl)carbamoyl)cyclopropyl)-4-oxo-3,4-dihydrophthalazin-1-yl)methyl)carbamate ClC1=C(C(=CC=C1)F)C=1C=CC(=NC1)CN(C(=O)C1(CC1)C1=CC=C2C(NN=C(C2=C1)CNC(OC(C)(C)C)=O)=O)C1CCCC=2C=CC=NC12